4-(benzyloxy)-3-((triethylsilyl)oxy)-3-(trifluoromethyl)pyrrolidine-1-carboxylic acid tert-butyl ester C(C)(C)(C)OC(=O)N1CC(C(C1)OCC1=CC=CC=C1)(C(F)(F)F)O[Si](CC)(CC)CC